N-{4-benzyl-1-[(4-methoxyphenyl)methyl]pyrazol-3-yl}-5-fluoro-2-methylpyridine-4-carboxamide C(C1=CC=CC=C1)C=1C(=NN(C1)CC1=CC=C(C=C1)OC)NC(=O)C1=CC(=NC=C1F)C